2-Methyl-N-{1-(2-methylcyclobutylidene)-2-oxo-2-[(2-oxospiro[1H-indole-3,4'-oxane]-6-yl)amino]ethyl}pyrazole-3-carboxamide CN1N=CC=C1C(=O)NC(C(NC1=CC=C2C(=C1)NC(C21CCOCC1)=O)=O)=C1C(CC1)C